BrC1=CC=C2C(=N1)NC=C2S(=O)(=O)NC2=NC(=C(C(=N2)OC)OCC#N)OC 6-bromo-N-[5-(cyanomethoxy)-4,6-dimethoxy-pyrimidin-2-yl]-1H-pyrrolo[2,3-b]pyridine-3-sulfonic acid amide